(7-(3-Ethoxyphenyl)-2-azaspiro[3.5]nonan-2-yl)((1s,3s)-3-hydroxy-3-methylcyclobutyl)methanon C(C)OC=1C=C(C=CC1)C1CCC2(CN(C2)C(=O)C2CC(C2)(C)O)CC1